FC=1C(=NC=CC1)N1N=C(C=C1C=1C=NC(=CC1)F)O[C@@H](C(=O)OC)C Methyl (2R)-2-{[1-(3-fluoropyridin-2-yl)-5-(6-fluoropyridin-3-yl)-1H-pyrazol-3-yl]oxy}propanoate